4-(difluoromethoxy)-2-methoxyphenylboronic acid FC(OC1=CC(=C(C=C1)B(O)O)OC)F